2-(4-chlorophenyl)-N,N-dimethyl-2-(1-(3-(trifluoromethyl)-1H-pyrazolo[3,4-d]pyrimidin-4-yl)piperidin-4-yl)ethan-1-amine ClC1=CC=C(C=C1)C(CN(C)C)C1CCN(CC1)C1=C2C(=NC=N1)NN=C2C(F)(F)F